OC=1C=C2C=NC(C2=CC1)=O 5-Hydroxyisoindol-1-one